C1(=CC=CC=C1)N1C=2C3=C(NN=C3CCC1=O)C=CN2 6-phenyl-2,6,8,9-tetrahydro-7H-1,2,5,6-tetraazabenzo[cd]azulen-7-one